N-(4-(4-fluorophenoxy)phenyl)thiourea FC1=CC=C(OC2=CC=C(C=C2)NC(=S)N)C=C1